C1(CC1)OC1=NN(C=C1NC=1N=CC2=C(N1)N(C(=C2)C#N)[C@H]2COC[C@@H]2C)C2COC2 2-((3-cyclopropoxy-1-(oxetan-3-yl)-1H-pyrazol-4-yl)amino)-7-((3R,4R)-4-methyltetrahydrofuran-3-yl)-7H-pyrrolo[2,3-d]pyrimidine-6-carbonitrile